ClC=1C=C2CC(CC2=CC1Cl)CN(C(C=C)=O)C[C@H](C=1C=NC=CC1)O N-[(5,6-dichloroindan-2-yl)methyl]-N-[(2S)-2-hydroxy-2-(3-pyridyl)ethyl]propenamide